N,N-dimethyl-1-(p-toluenesulfonyl)indol-3-amine CN(C1=CN(C2=CC=CC=C12)S(=O)(=O)C1=CC=C(C)C=C1)C